NC1=NC=NC=2N(C3=CC=C(C=C3C21)C)C(C(=O)N2[C@@H]1C[C@@H]1C[C@H]2C(=O)NC2=NC(=CC=C2)Br)C (1R,3S,5R)-2-((+)-2-(4-amino-6-methyl-9H-pyrimido[4,5-b]indol-9-yl)propionyl)-N-(6-bromopyridin-2-yl)-2-azabicyclo[3.1.0]hexane-3-carboxamide